2-(toluene-4-sulfonylmethyl)acrylic acid (2-methacryloyloxyethyl) ester C(C(=C)C)(=O)OCCOC(C(=C)CS(=O)(=O)C1=CC=C(C)C=C1)=O